ClC1=C(C=CC=C1Cl)N1C(=NC(=CC1=O)O)SC 3-(2,3-dichlorophenyl)-6-hydroxy-2-(methylthio)pyrimidin-4(3H)-one